ClC1=C(C=CC=C1)C#CC#CC1=C(C=CC=C1)Cl 1,4-bis(2-chlorophenyl)but-1,3-diyne